C(C)(C)C=1C=NN2C1N=C(C=C2NCC2=CC=NN2C)OC2CCN(CC2)C 3-Isopropyl-N-((1-methyl-1H-pyrazol-5-yl)methyl)-5-((1-methylpiperidin-4-yl)oxy)pyrazolo[1,5-a]pyrimidin-7-amine